C(C1=CC=CC=C1)OC(=O)OC1=C(C(=O)O)C=C(C=C1)N=NC1=C(C=CC=C1)NC(=O)OC(C)C1=NC=2C(=C3C(=NC2)NC=C3)N1N1CCC(CC1)CC#N ((benzyloxycarbonyl)oxy)-5-((2-(((1-(1-(4-cyanomethylpiperidin-1-yl)-1,6-dihydroimidazo[4,5-d]pyrrolo[2,3-b]pyridin-2-yl)ethoxy)carbonyl)amino)phenyl)diazenyl)benzoic acid